tert-butyl ((1-formylcyclohexyl)methyl)carbamate C(=O)C1(CCCCC1)CNC(OC(C)(C)C)=O